N-(quinolin-3-ylmethyl)-N-{4-[5-(trifluoromethyl)-1,2,4-oxadiazol-3-yl]phenyl}carboxamide N1=CC(=CC2=CC=CC=C12)CN(C=O)C1=CC=C(C=C1)C1=NOC(=N1)C(F)(F)F